FC(C1CCC(CC1)NC(=O)C1=NC(=NC(=C1)C(C)C)N1C=NC=C1)F N-((1r,4r)-4-(difluoromethyl)cyclohexyl)-2-(1H-imidazol-1-yl)-6-isopropylpyrimidine-4-carboxamide